isopropylideneaniline C(C)(C)=NC1=CC=CC=C1